ClC=1C=C(CC=2C=CC(=NC2)C2=NN(C(C=C2)=O)C2CC2)C=CC1F (5-(3-chloro-4-fluorobenzyl)pyridin-2-yl)-1-cyclopropyl-6-oxo-1,6-dihydropyridazine